OCC1CCC(CC1)C=1NC2=C(N1)C=C(C(=C2)NC(=O)C2=NC(=CC=C2)C(F)(F)F)OC N-[2-[4-(hydroxymethyl)cyclohexyl]-6-methoxy-3H-benzimidazol-5-yl]-6-(trifluoromethyl)pyridine-2-carboxamide